N1(CCC1)CCOC1C(C1)C(=O)NC1=CC=C2C(=N1)NC=C2C=2C(=NC=CC2OC2CC2)OC 2-(2-(azetidin-1-yl)ethoxy)-N-(3-(4-cyclopropoxy-2-methoxypyridin-3-yl)-1H-pyrrolo[2,3-b]pyridin-6-yl)cyclopropane-1-carboxamide